FC(C=1C=C([C@@H](N)C(=O)O)C=CC1)(F)F |r| 3-(Trifluoromethyl)-DL-phenylglycine